C(CCCC(=O)[O-])(=O)OCCCCCCCCCC(C(CCCC)CCCC)(C(CCCC)CCCC)OC(CCCC(=O)[O-])=O bis(1-butylpentyl)decane-1,10-diyl diglutarate